COC=1C=C(C(=O)OC)C=CC1N1N=C(C=C1OC)C(F)(F)F methyl 3-methoxy-4-[5-methoxy-3-(trifluoromethyl)pyrazol-1-yl]benzoate